FC(OC1=C2C(=NC=C1)C(=NN2)N)F 7-(Difluoromethoxy)-1H-pyrazolo[4,3-b]pyridin-3-amine